C[C@H]1CC[C@@H](N(C1)C(C(=O)NC=1C=C(C=NC1)C(=O)N)=O)C=1C=CC2=C(C[C@H](O2)C)C1 |&1:27| rac-5-{2-[(2R,5S)-5-methyl-2-(2-methyl-2,3-dihydro-1-Benzofuran-5-yl)piperidin-1-yl]-2-oxoacetamido}pyridine-3-carboxamide